FC(C=1N(C(=NN1)C=1C=C(C=NC1)N)COCC[Si](C)(C)C)(F)F 5-(5-(trifluoromethyl)-4-((2-(trimethylsilyl)ethoxy)methyl)-4H-1,2,4-triazol-3-yl)pyridin-3-amine